2,4-bis(n-octylthio)-6-(4-hydroxy-3',5'-di-tert-Butylanilino)-1,3,5-triazine C(CCCCCCC)SC1=NC(=NC(=N1)SCCCCCCCC)NC1=CC(=C(C(=C1)C(C)(C)C)O)C(C)(C)C